C(CCCCCCCCCCCCCCCCC)(=O)[O-].[Na+] Sodium stearate